CC(CC)NC1=CC=C(C=C1)NC1=CC=CC=C1 N-(1-methylpropyl)-N'-phenyl-p-phenylenediamine